F[C@@H]1CC=2N(C=NC2C(C(=O)NC=2SC=CN2)N2C(C3=CC(=CC(=C3C2)F)C2=CC=C(C=C2)N2CCNCC2)=O)C1 2-[(6R)-6-fluoro-6,7-dihydro-5H-pyrrolo[1,2-c]imidazol-1-yl]-2-[4-fluoro-1-oxo-6-(4-piperazin-1-ylphenyl)isoindolin-2-yl]-N-thiazol-2-yl-acetamide